CN(C=1C=CC(=C(C(=O)NC2CCC(CC2)NC2=CC(=NC3=CC=CC=C23)C(F)(F)F)C1)F)C 5-(dimethylamino)-2-fluoro-N-[(1s,4s)-4-{[2-(trifluoromethyl)quinolin-4-yl]amino}cyclohexyl]benzamide